N2-cyclobutyl-N4-(5-fluoropyridin-3-yl)-6-(pyridin-2-yl)-1,3,5-triazine-2,4-diamine C1(CCC1)NC1=NC(=NC(=N1)NC=1C=NC=C(C1)F)C1=NC=CC=C1